C(CCCCCCCCCCCCC)(=O)O[C@@H]1[C@](O[C@H](C1)N1C2=NC(=NC(=C2N=C1)N)F)(COC(CCCCCC)=O)C#C (2R,3S,5R)-5-(6-amino-2-fluoro-9H-purin-9-yl)-2-ethynyl-2-((heptanoyloxy)methyl)tetra-hydrofuran-3-yl tetradecanoate